N-Boc-propargylamine CC(C)(C)OC(=O)NCC#C